4-[4-(6,7-difluoro-2-oxo-1,2-dihydro-quinolin-3-yl)-[1,2,3]triazol-1-yl]-N-(2-methoxy-ethyl)-N-methyl-benzamide FC=1C=C2C=C(C(NC2=CC1F)=O)C=1N=NN(C1)C1=CC=C(C(=O)N(C)CCOC)C=C1